1-[2-(5-bromo-2-pyridinyl)-5-nitro-pyrazol-3-yl]ethanone BrC=1C=CC(=NC1)N1N=C(C=C1C(C)=O)[N+](=O)[O-]